(R)-1-(1-Acryloylpiperidin-3-yl)-4-amino-N-(5-chloro-4-(2-(dimethylamino)-2-oxoethyl)-2-methoxyphenyl)-1H-pyrazolo[3,4-d]pyrimidin-3-carboxamid C(C=C)(=O)N1C[C@@H](CCC1)N1N=C(C=2C1=NC=NC2N)C(=O)NC2=C(C=C(C(=C2)Cl)CC(=O)N(C)C)OC